C(C)(=O)C=1C(=NC(=CC1)N1C=NC2=C1C=CC(=C2)CN2C(CCCC2)=O)N2N=C(C=C2C)C#N 1-[3-acetyl-6-[5-[(2-oxo-1-piperidinyl)methyl]benzimidazol-1-yl]-2-pyridinyl]-5-methyl-pyrazole-3-carbonitrile